(2R,5S)-tert-butyl 5-(4-chlorobenzyl)-2-((R)-1-hydroxyethyl)morpholine-4-carboxylate ClC1=CC=C(C[C@H]2CO[C@H](CN2C(=O)OC(C)(C)C)[C@@H](C)O)C=C1